(E)-3-(2-hydroxyphenyl)-1-(thien-2-yl)prop-2-en-1-one OC1=C(C=CC=C1)/C=C/C(=O)C=1SC=CC1